ruthenium dioxide-Hydrate O.[Ru](=O)=O